tert-butyl((2-fluoro-8-(4,4,5,5-tetramethyl-1,3,2-dioxaborolan-2-yl)-6-((triisopropylsilyl)oxy)naphthalen-1-yl)ethynyl)diphenylsilane C(C)(C)(C)[Si](C1=CC=CC=C1)(C1=CC=CC=C1)C#CC1=C(C=CC2=CC(=CC(=C12)B1OC(C(O1)(C)C)(C)C)O[Si](C(C)C)(C(C)C)C(C)C)F